N1(CCCC1)CC1=CC=C(S1)CC1=NC2=CC=CC=C2C(=C1N)N ((5-(pyrrolidin-1-ylmethyl)thiophen-2-yl)methyl)quinoline-3,4-diamine